7-[1-(2,6-dioxopiperidin-3-yl)-3-methyl-2-oxo-1,3-benzodiazol-5-yl]-2,7-diazaspiro[3.5]nonane-2-carboxylic acid tert-butyl ester C(C)(C)(C)OC(=O)N1CC2(C1)CCN(CC2)C2=CC1=C(N(C(N1C)=O)C1C(NC(CC1)=O)=O)C=C2